ClC=1C(=NC(=NC1)N1CCC(CC1)C1=CC=C2C(=NN(C2=C1)C)C1C(NC(CC1)=O)=O)NC=1C=C2CC(N(C2=CC1)C)=O 3-(6-(1-(5-Chloro-4-((1-methyl-2-oxoindolin-5-yl)amino)pyrimidin-2-yl)piperidin-4-yl)-1-methyl-1H-indazol-3-yl)piperidine-2,6-dione